6-amino-2-[(4-amino-cyclohexyl)-methyl-amino]-5-(2,3-dichloro-phenyl)-pyrimidine-4-carboxylic acid amide NC1=C(C(=NC(=N1)N(C)C1CCC(CC1)N)C(=O)N)C1=C(C(=CC=C1)Cl)Cl